tert-butyl ((S)-2-((6-(3,5-dimethyl-1-((2-(trimethylsilyl)ethoxy)methyl)-1H-pyrazol-4-yl)pyridin-3-yl)amino)-1-((1r,4S)-4-methylcyclohexyl)-2-oxoethyl)carbamate CC1=NN(C(=C1C1=CC=C(C=N1)NC([C@H](C1CCC(CC1)C)NC(OC(C)(C)C)=O)=O)C)COCC[Si](C)(C)C